C[C@@H]1C[C@@H](N(CC1)CC(=O)OC(C)(C)C)C1=CC=CC=C1 tert-butyl 2-[(2R,4S)-4-methyl-2-phenyl-1-piperidyl]acetate